FC(C1CCN(CC1)C1=CC=C(C=C1)NC=1C=C2CNC(C2=CC1)=O)(F)F 5-((4-(4-(trifluoromethyl)piperidin-1-yl)phenyl)amino)isoindolin-1-one